5-(6-bromopyridin-2-yl)pentanenitrile BrC1=CC=CC(=N1)CCCCC#N